Ethyl-2-(4-(4-chlorophenyl)-2,3,9-trimethyl-8-oxo-4,6,8,9-tetrahydrothieno[2',3':5,6]oxepino[4,3-c]pyridin-6-yl)acetate C(C)OC(CC1OC(C2=C(C3=CN(C(C=C31)=O)C)SC(=C2C)C)C2=CC=C(C=C2)Cl)=O